FC1=C(C(=O)O)C=C(C=C1)[N+](=O)[O-] 2-fluoro-5-nitrobenzoic acid